6-((3-(2-(dipropylamino)ethyl)-1H-indol-5-yl)oxy)-6-oxohexanoic acid C(CC)N(CCC1=CNC2=CC=C(C=C12)OC(CCCCC(=O)O)=O)CCC